BrC1=CC=C2C(N3C(C2=C1)(CC=CC3)C)=O 9-Bromo-10b-methyl-1,10b-dihydropyrido[2,1-a]isoindol-6(4H)-one